COC=1C(=CC2=C(N=C(S2)NC(CC2=CC(=CC=C2)S(=O)(=O)CC)=O)C1)OC N-(5,6-Dimethoxy-benzothiazol-2-yl)-2-(3-ethanesulfonyl-phenyl)-acetamide